2-(4-(4-amino-2,3-difluorophenyl)piperazin-1-yl)ethanol NC1=C(C(=C(C=C1)N1CCN(CC1)CCO)F)F